tert-butyl 3-((4-phenylthiazol-2-yl)carbamoyl)azetidine-1-carboxylate C1(=CC=CC=C1)C=1N=C(SC1)NC(=O)C1CN(C1)C(=O)OC(C)(C)C